FC1=C(C=C(C=C1)CC(=O)O)[C@H](CN[C@@H]([C@H]1CNC2=CC=CN=C2C1)C1=CC=CC=C1)C |o1:11| 2-(4-fluoro-3-((R or S)-1-(((S)-phenyl((R)-1,2,3,4-tetrahydro-1,5-naphthyridin-3-yl)methyl)amino)propan-2-yl)phenyl)acetic acid